2-methoxy-5-((2-(8-((4-(trifluoromethoxy)phenyl)amino)pyrimido[5,4-d]pyrimidin-4-yl)hydrazineylidene)methyl)phenol COC1=C(C=C(C=C1)C=NNC=1C2=C(N=CN1)C(=NC=N2)NC2=CC=C(C=C2)OC(F)(F)F)O